FC(C1=NN=C(O1)C=1C=CC(=NC1)CN1C(C2=CC(=CC=C2C(C1=O)(C)C)N1CCN(CC1)C(=O)[O-])=O)F 4-(2-((5-(5-(difluoromethyl)-1,3,4-oxadiazole-2-yl)pyridine-2-yl)methyl)-4,4-dimethyl-1,3-dioxo-1,2,3,4-tetrahydroisoquinoline-7-yl)piperazine-1-carboxylate